2,4,6-triphenoxy-1-bromothienothiophene O(C1=CC=CC=C1)C1=CC2=C(C(=CS2OC2=CC=CC=C2)OC2=CC=CC=C2)S1Br